3-(1-((4-ethoxy-3-(1-methyl-7-oxo-3-propyl-6,7-dihydro-1H-pyrazolo[4,3-d]pyrimidin-5-yl)phenyl)sulfonyl)azetidin-3-yl)propyl 4,5-bis(nitrooxy)pentanoate [N+](=O)([O-])OC(CCC(=O)OCCCC1CN(C1)S(=O)(=O)C1=CC(=C(C=C1)OCC)C=1NC(C2=C(N1)C(=NN2C)CCC)=O)CO[N+](=O)[O-]